(E)-3-(2-m-Tolyl-pyridin-4-ylcarbamoyl)-acrylic acid ethyl ester C(C)OC(\C=C\C(NC1=CC(=NC=C1)C=1C=C(C=CC1)C)=O)=O